BrC=1C=C(C2=C(C=C(O2)CNC(OC(C)(C)C)=O)C1)Cl tert-butyl (5-bromo-7-chlorobenzofuran-2-yl)methylcarbamate